C(C)(C)C=1C=CC=C2C(=C(NC12)C(=O)O)C1=CC=C(C=C1)S(NC)(=O)=O 7-isopropyl-3-[4-(methylsulfamoyl)phenyl]-1H-indole-2-carboxylic acid